C(C)(C)(C)OC(=O)N1CC(CCC1)CBr 3-(bromomethyl)piperidine-1-carboxylic acid tert-butyl ester